FC12CCC(CC1)(CC2)NC(=O)NCC2=CC(=NC=C2)OCF 1-(4-fluoro-1-bicyclo[2.2.2]octan-yl)-3-[[2-(fluoromethoxy)pyridin-4-yl]methyl]urea